C(C)(C)(C)C1=C(C(C=NC2C(CCCC2)N=CC=2C(O)=C(C=C(C2)C(C)(C)C)C(C)(C)C)=CC(=C1)C(C)(C)C)O (-)-N,N'-bis(3,5-di-tert-butylsalicylidene)-1,2-cyclohexanediamine